ClC1=CC=C(C=C1)CC(=O)N1CC2=C(CC1)SC=C2C2=NOC(=N2)C(F)(F)F 2-(4-chlorophenyl)-1-(3-(5-(trifluoromethyl)-1,2,4-oxadiazol-3-yl)-6,7-dihydrothieno[3,2-c]pyridin-5(4H)-yl)ethan-1-one